ethyl 3,4-dimethylaminobenzoate CNC=1C=C(C(=O)OCC)C=CC1NC